FC1=C(C=C(C=C1)[N+](=O)[O-])N(C(OC(C)(C)C)=O)C tert-Butyl (2-fluoro-5-nitrophenyl)(methyl)carbamate